1H-pyrazole-1-propionitrile N1(N=CC=C1)CCC#N